CC1=CC=C(C=C1)S(=O)(=O)[O-].CC1=CC(=[NH+]C(=C1)C)C collidinium p-toluenesulfonate